2-(2-octyldodecyl)thiophene C(CCCCCCC)C(CC=1SC=CC1)CCCCCCCCCC